FC1=CC=C(C=C1)NC(N)=S 3-(4-fluorophenyl)thiourea